C(CC(C)C)NC([O-])=O i-pentyl-carbamate